2-(morpholin-4-yl)ethyl 1-phenylcyclohexane-1-carboxylate C1(=CC=CC=C1)C1(CCCCC1)C(=O)OCCN1CCOCC1